NC1=C(C=NN1C(C)(C)C)C(=O)N=CC#CC1=NN2C(C=CC=C2Cl)=C1CC(F)(F)F 5-amino-1-tert-butyl-N-{3-[7-chloro-3-(2,2,2-trifluoroethyl)pyrazolo[1,5-a]pyridin-2-yl]prop-2-ynyl-1-yl}-1H-pyrazole-4-carboxamide